((S)-2-(2-Chlorophenyl)-4,4-difluoropiperidin-1-yl)-3-fluoro-N-((R,E)-4-(methylsulfonyl)but-3-en-2-yl)picolinamide ClC1=C(C=CC=C1)[C@H]1N(CCC(C1)(F)F)C1=C(C(=NC=C1)C(=O)N[C@H](C)\C=C\S(=O)(=O)C)F